[Fe].C1(=CC=CC=C1)C=1C2=CC=C(N2)C(=C2C=CC(C(=C3C=CC(=C(C=4C=CC1N4)C4=CC=CC=C4)N3)C3=CC=CC=C3)=N2)C2=CC=CC=C2 5,10,15,20-tetraphenyl-21H,23H-porphyrin iron